C(C1=CC=CC=C1)OC(=O)N1[C@H]2CC(C[C@@H]1CC2)=C (1R,5S)-3-Methylene-8-azabicyclo[3.2.1]octane-8-carboxylic acid benzyl ester